1-[4-(2-{5-[(1R,4R,7R)-7-amino-2-azabicyclo[2.2.1]heptane-2-carbonyl]-7-methoxy-1-methyl-1H-1,3-benzodiazol-2-yl}-1-(cyclopropylmethyl)-1H-indol-7-yl)piperidin-1-yl]ethan-1-one N[C@H]1[C@@H]2N(C[C@H]1CC2)C(=O)C2=CC1=C(N(C(=N1)C=1N(C3=C(C=CC=C3C1)C1CCN(CC1)C(C)=O)CC1CC1)C)C(=C2)OC